C(=O)C1=C(C=CC=2CC(OC21)C(=O)OCC)O ethyl 7-formyl-6-hydroxy-2,3-dihydro-1-benzofuran-2-carboxylate